C1(=CC=CC=2CCCCC12)C#N 5,6,7,8-tetrahydronaphthalene-1-carbonitrile